diethylsilyl-bis(tetrahydroindenyl)zirconium dibromide [Br-].[Br-].C(C)[SiH](CC)[Zr+2](C1CCC2CC=CC=C12)C1CCC2CC=CC=C12